[K+].C1(CCCCC1)C=1C(=CC(=C(C(=O)[O-])C1)C)O 5-cyclohexyl-4-hydroxy-2-methylbenzoic acid, Potassium salt